COC=1C=CC2=C(N(C(=N2)C)C)C1CNC(C1=CC=C(C=C1)OC(F)(F)F)=O N-((6-methoxy-1,2-dimethyl-1H-benzimidazol-7-yl)methyl)-4-(trifluoromethoxy)-benzamide